N-(5-(4-(1H-pyrazol-1-yl)phenyl)-1H-pyrazol-3-yl)-4-methyl-1H-indazol-5-amine N1(N=CC=C1)C1=CC=C(C=C1)C1=CC(=NN1)NC=1C(=C2C=NNC2=CC1)C